2-{[6-({[(4-methylcyclohexyl)methyl]amino}methyl)imidazo[1,2-a]pyridin-2-yl]methyl}-5-phenyl-1,2-dihydro-2,7-naphthyridin-1-one CC1CCC(CC1)CNCC=1C=CC=2N(C1)C=C(N2)CN2C(C1=CN=CC(=C1C=C2)C2=CC=CC=C2)=O